OCC1(C(NCC1)=O)C=1OC(=NN1)C1=C(C=CC=C1)NC1=CC=C(C=C1)C(F)(F)F 3-(hydroxymethyl)-3-(5-(2-((4-(trifluoromethyl)phenyl)amino)phenyl)-1,3,4-oxadiazol-2-yl)pyrrolidin-2-one